OCCC1=C(CNC(=O)C=2N=CN(C2)C2=NC(=NC=C2C)NC2CCOCC2)C=CC=C1 N-(2-(2-hydroxyethyl)benzyl)-1-(5-methyl-2-((tetrahydro-2H-pyran-4-yl)amino)pyrimidin-4-yl)-1H-imidazole-4-carboxamide